2-((2,6-difluorobenzyl)(ethoxycarbonyl)amino)-4-((dimethylamino)methyl)-5-(4-nitrophenyl)thiophene FC1=C(CN(C=2SC(=C(C2)CN(C)C)C2=CC=C(C=C2)[N+](=O)[O-])C(=O)OCC)C(=CC=C1)F